(3S)-3-(methoxymethyl)-4-[(4-methyloxan-4-yl)carbonyl]-8-[5-(trifluoromethyl)-1,2,4-oxadiazol-3-yl]-3,5-dihydro-2H-1,4-benzoxazepine COC[C@H]1COC2=C(CN1C(=O)C1(CCOCC1)C)C=CC(=C2)C2=NOC(=N2)C(F)(F)F